2-methyl-octahydro-2H-pyrazino[1,2-a]pyrazine CN1CC2N(CC1)CCNC2